FC(C=1C=C(C=C(C1)C(F)(F)F)CC(=O)Cl)(F)F 3,5-bis(trifluoromethyl)phenylacetyl chloride